FC1(CC(C1)OCC(=O)O)F 2-(3,3-Difluorocyclobutoxy)acetic acid